ClC=1C=C(C2=C(C=C(O2)CNC(=O)C=2C(=NC=NC2)OC)C1)C(=O)OC Methyl 5-chloro-2-((4-methoxypyrimidine-5-carboxamido)methyl)benzofuran-7-carboxylate